1-bromo-1-methylcyclopropane BrC1(CC1)C